Cl[Ru-](C1=C(C=C(C=C1)C)C(C)C)Cl dichloro(p-methyl-isopropyl-phenyl)ruthenium (II)